(1R,2S,5S)-6,6-dimethyl-3-aza-bicyclo[3.1.0]hexane CC1([C@@H]2[C@H]1[C@H](NC2)C(=O)OC)C.Cl